N'-acetyl-5-(5-(3,5-dichloro-4-fluorophenyl)-5-(trifluoromethyl)-4,5-dihydroisoxazol-3-yl)-5,6-dihydro-4H-thieno[2,3-c]pyrrole-2-carbohydrazide C(C)(=O)NNC(=O)C1=CC2=C(CN(C2)C2=NOC(C2)(C(F)(F)F)C2=CC(=C(C(=C2)Cl)F)Cl)S1